((7R)-7-Amino-2-azabicyclo[2.2.1]heptan-2-yl)(2-(1-(cyclopropylmethyl)-6-(3-methoxyazetidin-1-yl)-1H-pyrrolo[2,3-b]pyridin-2-yl)-3-methylpyrazolo[1,5-a]pyridin-6-yl)methanone N[C@H]1C2N(CC1CC2)C(=O)C=2C=CC=1N(C2)N=C(C1C)C1=CC=2C(=NC(=CC2)N2CC(C2)OC)N1CC1CC1